OC=1C=C(OCCN2N=NC(=C2)CN/2C(\C=C\C(C\C=C(\CC\C=C2/C)/C)(C)C)=O)C=CC1C(\C=C\C1=CC(=CC=C1)OC)=O (3E,7E,11E)-1-[[1-[2-[3-Hydroxy-4-[(E)-3-(3-methoxyphenyl)prop-2-enoyl]phenoxy]ethyl]triazol-4-yl]methyl]-5,5,8,12-tetramethyl-1-azacyclododeca-3,7,11-trien-2-one